C(#CC)C=1C=C(NC1)C=O 4-(PROP-1-YNYL)-1H-PYRROLE-2-CARBALDEHYDE